[Si](C)(C)(C(C)(C)C)OCC=C(C1=NC=CC=C1)C=1C2=C(C(N(C1)C)=O)N(C(=C2)C(=O)OCC)S(=O)(=O)CC2=CC=CC=C2 ethyl 4-(3-((tert-butyldimethylsilyl) oxy)-1-(pyridin-2-yl) prop-1-en-1-yl)-6-methyl-7-oxo-1-toluenesulfonyl-6,7-dihydro-1H-pyrrolo[2,3-c]pyridine-2-carboxylate